4-phenylpiperidin-1-yl-acetic acid di-trifluoroacetate salt FC(C(=O)O)(F)F.FC(C(=O)O)(F)F.C1(=CC=CC=C1)C1CCN(CC1)CC(=O)O